(±)-(trans)-3-(4-(4-(((cyclopentyl-(methyl)carbamoyl)oxy)methyl)-3-methylisoxazol-5-yl)-2-fluoro-phenoxy)cyclohexane-1-carboxylic acid C1(CCCC1)N(C(=O)OCC=1C(=NOC1C1=CC(=C(O[C@@H]2C[C@H](CCC2)C(=O)O)C=C1)F)C)C |r|